N[C@@H]1C[C@@H]2N(C(CCN(C2=O)[C@@H](C(=O)NCC2=[N+](C=C(C(=C2)Cl)Cl)[O-])CCC(=O)O)CCC2=CC=CC=C2)C1 2-(((2R)-2-((8R,9aS)-8-amino-1-oxo-5-phenethylhexahydro-1H-pyrrolo[1,2-a][1,4]diazepin-2(3H)-yl)-4-carboxybutanamido)methyl)-4,5-dichloropyridine 1-oxide